C(C1=CC=CC=C1)OC=1C=C(CC2=CC=3C(=NOC3C(=O)NC=3SC(=NN3)SC)C=C2)C=CC1OC 5-(3-(benzyloxy)-4-methoxybenzyl)-N-(5-(methylsulfanyl)-1,3,4-thiadiazol-2-yl)benzo[c]isoxazole-3-carboxamide